ClC(C)C1=C(C=C(C=C1)F)COC 1-(1-chloroethyl)-4-fluoro-2-(methoxymethyl)benzene